5-(tert-butyl) 6-Methyl (3S)-6-(2-chloroethyl)-1,1-difluoro-5-azaspiro[2.4]heptane-5,6-dicarboxylate ClCCC1(N(C[C@@]2(CC2(F)F)C1)C(=O)OC(C)(C)C)C(=O)OC